10-formyl-5,6,7,8-tetrahydrofolic acid C(=O)N(C1=CC=C(C(N[C@@H](CCC(=O)O)C(=O)O)=O)C=C1)CC1CNC=2N=C(N)NC(=O)C2N1